(pentamethylcyclopentadienyl)(2-phenylindenyl)zirconium diiodide [I-].[I-].CC1=C(C(=C(C1(C)[Zr+2]C1C(=CC2=CC=CC=C12)C1=CC=CC=C1)C)C)C